C(C=C)(=O)OCCC.[K] potassium propyl acrylate